7Z-Tricosene CCCCCCCCCCCCCCC/C=C\CCCCCC